C(C)(C)(C)OC(=O)NC1=NC=CC(=C1)NC1=C(N=NC(=C1)C1=C(C=CC(=C1)Cl)F)OCCN(C(OC(C)(C)C)=O)S(=O)(=O)C tert-butyl N-[2-({4-[(2-{[(tert-butoxy)carbonyl]amino}pyridin-4-yl)amino]-6-(5-chloro-2-fluorophenyl)pyridazin-3-yl}oxy)ethyl]-N-methanesulfonylcarbamate